tert-butyl (2S,4S)-4-(7-bromo-6-fluoro-8-iodo-4-(methylthio)-1H-pyrazolo[4,3-c]quinolin-1-yl)-2-(cyanomethyl)piperidine-1-carboxylate BrC=1C(=CC=2C3=C(C(=NC2C1F)SC)C=NN3[C@@H]3C[C@H](N(CC3)C(=O)OC(C)(C)C)CC#N)I